tert-butyl N-[2-(5-{[2-(2-{[(tert-butoxy)carbonyl] amino}acetyl)-1,3-dioxo-2,3-dihydro-1H-inden-5-yl]sulfonyl}-1,3-dioxo-2,3-dihydro-1H-inden-2-yl)-2-oxoethyl]carbamate C(C)(C)(C)OC(=O)NCC(=O)C1C(C2=CC=C(C=C2C1=O)S(=O)(=O)C=1C=C2C(C(C(C2=CC1)=O)C(CNC(OC(C)(C)C)=O)=O)=O)=O